FC(C1=CC=C(C=C1)C1(OC(OC1)=O)C=C)(F)F 4-(4-trifluoromethyl-phenyl)-4-vinyl-1,3-dioxolanone